4-(hydroxymethyl)-2-oxabicyclo[2.1.1]hexane-1-carbonitrile OCC12COC(C1)(C2)C#N